C12CC(CCC2C1)O bicyclo[4.1.0]heptan-3-ol